4-(2-fluorophenyl)pyridin-3-amine FC1=C(C=CC=C1)C1=C(C=NC=C1)N